9,9'-(3,5-bis(4,6-diphenyl-1,3,5-triazin-2-yl)-1,2-phenylene)bis(3-(6-phenylpyridin-2-yl)-9H-carbazole) C1(=CC=CC=C1)C1=NC(=NC(=N1)C1=CC=CC=C1)C=1C(=C(C=C(C1)C1=NC(=NC(=N1)C1=CC=CC=C1)C1=CC=CC=C1)N1C2=CC=CC=C2C=2C=C(C=CC12)C1=NC(=CC=C1)C1=CC=CC=C1)N1C2=CC=CC=C2C=2C=C(C=CC12)C1=NC(=CC=C1)C1=CC=CC=C1